C(C)OC(=O)C=1OC2=C(C1C(F)F)C(C(CC2)=CO)=O 3-(Difluoromethyl)-5-(hydroxymethylene)-4-oxo-4,5,6,7-tetrahydro-1-benzofuran-2-carboxylic acid ethyl ester